C(C)OC(/C(/C(C)=O)=C/C1=CC=CC=C1)=O (E)-2-benzylidene-3-oxobutanoic acid ethyl ester